ClC1=C(NC2=C(NC3=C2C(NCC3)=O)C3=C(C=NC=C3)OC[C@H]3OCCOC3)C=CC=C1Cl 3-(2,3-Dichloroanilino)-2-(3-{[(2S)-1,4-dioxan-2-yl]methoxy}pyridin-4-yl)-1,5,6,7-tetrahydro-4H-pyrrolo[3,2-c]pyridin-4-one